2,11-diethyl-2,11-dimethyl-1,12-dodecanediol C(C)C(CO)(CCCCCCCCC(CO)(C)CC)C